5-(1-methyl-1H-benzo[d][1,2,3]triazol-6-yl)-7H-pyrrolo[2,3-d]pyrimidin CN1N=NC2=C1C=C(C=C2)C2=CNC=1N=CN=CC12